tert-butyl 3-(5-(4-chloro-2-(methoxycarbonyl)-1H-indol-6-yl)-1,2,3,6-tetrahydropyridine-1-carbonyl)-3,4-dihydroisoquinoline-2(1H)-carboxylate ClC1=C2C=C(NC2=CC(=C1)C1=CCCN(C1)C(=O)C1N(CC2=CC=CC=C2C1)C(=O)OC(C)(C)C)C(=O)OC